C(C1=CC=CC=C1)OC1=C(C=CC=C1F)C1=CC(=CC=C1F)C[C@@]1([C@H]2C[C@H]2[C@@H](C1)NS(=O)(=O)C)C(=O)N (1S,2R,4R,5R)-2-((2'-(benzyloxy)-3',6-difluoro-[1,1'-biphenyl]-3-yl)methyl)-4-(methylsulfonamido)bicyclo[3.1.0]hexane-2-carboxamide